lithium sulfide sodium [Na+].[S-2].[Li+]